NC1=NC=2C=CC(=CC2C2=C1C=NN2C)C(=O)N(OC)CC2=CC=C(C=C2)C#N 4-amino-N-(4-cyanobenzyl)-N-methoxy-1-methyl-1H-pyrazolo[4,3-c]quinoline-8-carboxamide